dipentyl 2,3-diisopentylsuccinate C(CC(C)C)C(C(=O)OCCCCC)C(C(=O)OCCCCC)CCC(C)C